Butyl ((2-((1r,3R)-3-(3-((tert-butoxycarbonyl)(4,4-difluorocyclohexyl)amino)propyl)cyclobutoxy)-4-methylphenyl)sulfonyl)-L-prolinate C(C)(C)(C)OC(=O)N(CCCC1CC(C1)OC1=C(C=CC(=C1)C)S(=O)(=O)N1[C@@H](CCC1)C(=O)OCCCC)C1CCC(CC1)(F)F